OC(COC(CCCCCCCCCC)=O)CO Undecanoic acid 2,3-dihydroxypropan-1-yl ester